2-(8-chloro-2-(methyl((tetrahydro-2H-pyran-4-yl)methyl)amino)-9-(methylthio)-5-oxobenzo[b][1,8]naphthyridin-10(5H)-yl)acetic acid ClC=1C=CC2=C(N(C=3N=C(C=CC3C2=O)N(CC2CCOCC2)C)CC(=O)O)C1SC